FC1(CCC(CC1)O)CNC(OC(C)(C)C)=O tert-Butyl ((cis-1-fluoro-4-hydroxycyclohexyl)methyl)carbamate